NCCCC(=O)N1C[C@H]([C@@H](CC1)N1C=CC2=CC=CC(=C12)C)C N-((3R,4R)-1-(4-aminobutanoyl)-3-methylpiperidin-4-yl)-7-methyl-1H-indole